methyl-2-hydroxy-4-(trifluoromethyl)pyrimidine CC=1C(=NC(=NC1)O)C(F)(F)F